FC1(CCN(CC1)CCOC=1C=C(C=CC1)C(C(=O)O)(F)F)F 2-(3-(2-(4,4-difluoropiperidin-1-yl)ethoxy)phenyl)-2,2-difluoroacetic acid